nonadecan-1,2,4-triol C(C(CC(CCCCCCCCCCCCCCC)O)O)O